COC=1C=C(C=CC1)C1=NN=C(S1)N (3-methoxyphenyl)-1,3,4-thiadiazole-2-amine